1'-(4-chloro-3-fluorophenyl)-1',2'-dihydrospiro[cyclopropane-1,3'-pyrrolo[3,2-b]pyridine]-5'-carboxamide ClC1=C(C=C(C=C1)N1CC2(C3=NC(=CC=C31)C(=O)N)CC2)F